FC1([C@H](C2=C(N(C=C2C(F)(F)F)C2=CC(=C(C=C2)F)CF)C1)O)F (S)-5,5-difluoro-1-(4-fluoro-3-(fluoromethyl)phenyl)-3-(trifluoromethyl)-1,4,5,6-tetrahydrocyclopenta[b]pyrrol-4-ol